tert-butyl 4-amino-2,4-dimethylpyrrolidine-1-carboxylate NC1(CC(N(C1)C(=O)OC(C)(C)C)C)C